5-[5-(2-aminoethyl)pyridin-2-yl]-6-(2-methyl-5-phenylpyrazol-3-yl)oxypyridine-2-carbonitrile NCCC=1C=CC(=NC1)C=1C=CC(=NC1OC=1N(N=C(C1)C1=CC=CC=C1)C)C#N